ClC1=CC=C(C=C1)C1=CC=C(C=C1)OB(O)O (4'-chloro-[1,1'-biphenyl]-4-yl)boric acid